bis[2-(isopropyldimethoxysilyl)1-phenyl-3-propyl-1,3-propanedione] platinum (II) [Pt+2].C(C)(C)[Si](C(C(=O)C1=CC=CC=C1)C(=O)CCC)(OC)OC.C(C)(C)[Si](C(C(=O)C1=CC=CC=C1)C(=O)CCC)(OC)OC